BrC1=C2C[C@H]([C@H](C2=C(C=C1)S(=O)(=O)C(F)(F)F)[Si](C)(C)C(C)(C)C)F (1S,2R)-4-bromo-2-fluoro-1-(tert-butyl-dimethylsilyl)-7-(trifluoromethylsulfonyl)indane